tert-Butyl 4-(7-bromo-2-carbamoyl-6-chloro-8-fluoroquinazolin-4-yl)piperazine-1-carboxylate BrC1=C(C=C2C(=NC(=NC2=C1F)C(N)=O)N1CCN(CC1)C(=O)OC(C)(C)C)Cl